(2-methoxy-6-(pyrimidin-2-yl)phenyl)((1S,4R,6R)-6-((5-(trifluoromethyl)pyrazin-2-yl)amino)-2-azabicyclo[2.2.2]octan-2-yl)methanone COC1=C(C(=CC=C1)C1=NC=CC=N1)C(=O)N1[C@@H]2[C@@H](C[C@H](C1)CC2)NC2=NC=C(N=C2)C(F)(F)F